5-amino-7-bromo-6-fluoro-2,3-dihydro-1H-indene-4-carbonitrile NC1=C(C=2CCCC2C(=C1F)Br)C#N